N-(methyl-d3)-5-(piperazin-1-yl)picolinamide C(NC(C1=NC=C(C=C1)N1CCNCC1)=O)([2H])([2H])[2H]